C(CCCCCCCCCCCCCCCCCCC)C(C(=O)N)=C n-eicosyl-acrylamide